trichromium dicarbon [C].[C].[Cr].[Cr].[Cr]